(4-iso-propylcyclohexyl)methanol C(C)(C)C1CCC(CC1)CO